2,3,4,5-tetrahydro-[1H]oxazepin O1NCCCC=C1